FC(C1=NN(C=C1[N+](=O)[O-])[C@@H]1CC[C@H](CC1)N1CCN(CC1)C(=O)OC(C)(C)C)F tert-butyl 4-((trans)-4-(3-(difluoromethyl)-4-nitro-1H-pyrazol-1-yl)cyclohexyl)piperazine-1-carboxylate